COCC1=C(CN2CCNCC2)C=CC=C1 1-(2-(methoxymethyl)benzyl)piperazine